NC1=NNC2=CC=C(C(=C12)C)C1=C(C=C(C=C1)S(=O)(=O)NC1COCCC1O)C 4-(3-amino-4-methyl-1H-indazol-5-yl)-N-(4-hydroxytetrahydro-2H-pyran-3-yl)-3-methylbenzenesulfonamide